N-Boc-cis-1,4-cyclohexanediamine C(=O)(OC(C)(C)C)N[C@@H]1CC[C@@H](CC1)N